C(C1=CC=C(C(=O)O)C=C1)(=O)O.[In+3] indium (III) terephthalic acid